N-[(1S)-1-(Azetidin-1-ylcarbonyl)-2,2-dimethylpropyl]-2-fluoro-4-[3-(1-quinolin-6-ylcyclopropyl)imidazo[1,2-a]pyrimidin-6-yl]benzamide N1(CCC1)C(=O)[C@H](C(C)(C)C)NC(C1=C(C=C(C=C1)C=1C=NC=2N(C1)C(=CN2)C2(CC2)C=2C=C1C=CC=NC1=CC2)F)=O